CC1N(C1)CCCCCCCC 2-methyl-N-octylaziridine